The molecule is a carbamate ester that is the methyl ester of 2-(hydroxymethyl)pyrrolidine-1-carboxylic acid. It has a role as a metabolite. It is a member of pyrrolidines, a primary alcohol and a carbamate ester. COC(=O)N1CCCC1CO